6-[[5-[5-[[(1R,5S,7s)-9-acetyl-3-oxa-9-azabicyclo[3.3.1]nonan-7-yl]oxy]-2-methyl-4-pyridyl]pyrazolo[1,5-a]pyridin-2-yl]amino]-N,2,4-trimethyl-pyridine-3-carboxamide C(C)(=O)N1[C@H]2COC[C@@H]1CC(C2)OC=2C(=CC(=NC2)C)C2=CC=1N(C=C2)N=C(C1)NC1=CC(=C(C(=N1)C)C(=O)NC)C